N-((3S,4S)-4-fluoropyrrolidin-3-yl)-6-(7-(trifluoromethoxy)imidazo[1,2-a]pyridin-3-yl)pyridin-2-amine F[C@@H]1[C@H](CNC1)NC1=NC(=CC=C1)C1=CN=C2N1C=CC(=C2)OC(F)(F)F